6-(4-bromo-2-fluorophenylamino)-7-fluoro-3-methyl-3H-benzimidazole-5-carboxylic acid-(2-tert-butoxyethoxy)-amide C(C)(C)(C)OCCONC(=O)C1=CC2=C(N=CN2C)C(=C1NC1=C(C=C(C=C1)Br)F)F